CCOC(=O)[C@]1(SC[C@H](N1)C(=O)O)C |&1:5| (2rs,4r)-2-methyl-2,4-thiazolidinedicarboxylic acid 2-ethyl ester